O-[2-(3-chloro-allyloxy)-2-(4-chloro-phenyl)-ethyl]-hydroxylamine ClC=CCOC(CON)C1=CC=C(C=C1)Cl